1-(3-fluoro-4-methylbenzyl)-8-isocyano-N-methyl-2,5-dioxo-2,3,4,5-tetrahydro-1H-benzo[b]azepine-4-carboxamide FC=1C=C(CN2C3=C(C(C(CC2=O)C(=O)NC)=O)C=CC(=C3)[N+]#[C-])C=CC1C